N-(3-fluoro-4-{[2-(5-{[(2-methoxyethyl)amino]methyl}pyridin-2-yl)thieno[3,2-b]pyridin-7-yl]oxy}phenyl)-5-methyl-3-oxo-2-phenyl-2,3-dihydropyridazine-4-carboxamide FC=1C=C(C=CC1OC1=C2C(=NC=C1)C=C(S2)C2=NC=C(C=C2)CNCCOC)NC(=O)C=2C(N(N=CC2C)C2=CC=CC=C2)=O